3-(4-amino-7-(oxazol-5-yl)-2-(pyridin-2-ylmethyl)-2H-[1,2,3]triazolo[4,5-c]pyridin-6-yl)benzonitrile NC1=NC(=C(C=2C1=NN(N2)CC2=NC=CC=C2)C2=CN=CO2)C=2C=C(C#N)C=CC2